5-bromo-3-methyl-1H-pyrazolo[3,4-c]pyridine BrC=1C=C2C(=CN1)NN=C2C